lithium bis(trifluoromethyl)sulfonamide FC(F)(F)N(S(=O)=O)C(F)(F)F.[Li]